Cl.N[C@H]1[C@H](CCCC1)O (1S,2R)-2-amino-cyclohexanol hydrochloride